Tert-butyl (3R)-3-((5-((Z)-4,4,4-trifluoro-1-(3-fluoro-1-(tetrahydro-2H-pyran-2-yl)-1H-indazol-5-yl)-2-phenylbut-1-en-1-yl)pyridin-2-yl)amino)piperidine-1-carboxylate FC(C/C(=C(\C=1C=C2C(=NN(C2=CC1)C1OCCCC1)F)/C=1C=CC(=NC1)N[C@H]1CN(CCC1)C(=O)OC(C)(C)C)/C1=CC=CC=C1)(F)F